CC1(CCC=2C(=NNC2C1)C=1NC2=CC(=CC=C2C1)C(=O)N1CCC(CC1)C(=O)N(C)C1CCN(CC1)C1=NC=C(C=C1)C1C(NC(CC1)=O)=O)C 1-(2-(6,6-dimethyl-4,5,6,7-tetrahydro-1H-indazol-3-yl)-1H-indole-6-carbonyl)-N-(1-(5-(2,6-dioxopiperidin-3-yl)pyridin-2-yl)piperidin-4-yl)-N-methylpiperidine-4-carboxamide